2-(4-(2-acetyl-5-chlorophenyl)-5-methoxy-2-oxopyridin-1(2H)-yl)-N-(4-(methylsulfonyl)phenyl)-3-phenylpropionamide C(C)(=O)C1=C(C=C(C=C1)Cl)C1=CC(N(C=C1OC)C(C(=O)NC1=CC=C(C=C1)S(=O)(=O)C)CC1=CC=CC=C1)=O